BrC1=CC(OC2=CC(=CC=C12)OCCC)=O 4-Bromo-7-propoxy-2H-chromen-2-one